C(#C)C=1C=CC=C2C=CC=C(C12)C1=CC=C2C(=NC(=NC2=C1F)OC[C@]12CCCN2C[C@@H](C1)F)N([C@@H]1CN(CC1)C(=O)OC(C)(C)C)C tert-Butyl (S)-3-((7-(8-ethynylnaphthalen-1-yl)-8-fluoro-2-(((2R,7aS)-2-fluoro-tetrahydro-1H-pyrrolizin-7a(5H)-yl)methoxy)quinazolin-4-yl)(methyl)amino)pyrrolidine-1-carboxylate